2-[5-[3-[1-(5-chloropyrimidin-2-yl)-4-piperidyl]propoxy]-2-pyridyl]-1-[3-[[[(2S,3R,4R,5R)-2,3,4,5,6-pentahydroxyhexyl]amino]methyl]-azetidin-1-yl]ethanone ClC=1C=NC(=NC1)N1CCC(CC1)CCCOC=1C=CC(=NC1)CC(=O)N1CC(C1)CNC[C@@H]([C@H]([C@@H]([C@@H](CO)O)O)O)O